Cl.CNC(=O)C1=CSC=2C1=NC(=CC2C(F)(F)F)O[C@@H]2CNCC2 (S)-N-methyl-5-(pyrrolidin-3-yloxy)-7-(trifluoromethyl)thieno[3,2-b]pyridine-3-carboxamide hydrochloride